(6,6-dimethyl-1-cyclohexen-1-yl)(trimethyl)silane CC1(CCCC=C1[Si](C)(C)C)C